ClC1=CC2=C(C=N1)C=C(N2)C2=CC(=NC=C2)N(C(OC(C)(C)C)=O)CC(F)(F)F tert-Butyl (4-(6-chloro-1H-pyrrolo[3,2-c]pyridin-2-yl)pyridin-2-yl)(2,2,2-trifluoroethyl)carbamate